C(=O)CN1C([NH+](CC=C1)C)C 3-formylmethyl-1,2-dimethyl-1,6-dihydropyrimidinium